C(C1=CC=CC=C1)=NCCC[Si](OC)(OC)OC N-benzylidene-3-(trimethoxysilyl)-1-propylamine